3-(1H-imidazol-1-yl)-N-(1-isopropyl-4-methylpyrrolidin-3-yl)benzamide N1(C=NC=C1)C=1C=C(C(=O)NC2CN(CC2C)C(C)C)C=CC1